O1CC/C(/C2=CC=CC=C12)=N\[S@](=O)C(C)(C)C (NE,R)-N-chroman-4-ylidene-2-methyl-propane-2-sulfinamide